ClC1=C2C(=CN=CC2=CC=C1)C(NC(=O)[C@@H]1[C@H]2C([C@H]2CN1C([C@H](C(C)(C)C)NC1=NC(=CN=C1)Cl)=O)(C)C)C#N (1R,2S,5S)-N-[(5-chloro-4-isoquinolyl)-cyano-methyl]-3-[(2S)-2-[(6-chloropyrazin-2-yl)amino]-3,3-dimethyl-butanoyl]-6,6-dimethyl-3-azabicyclo[3.1.0]hexane-2-carboxamide